6-bromoimidazo[1,2-a]pyridine-3-formaldehyde BrC=1C=CC=2N(C1)C(=CN2)C=O